C(C)C1=C(C=CC(=C1[N+](=O)[O-])C)OC 2-ethyl-1-methoxy-4-methyl-3-nitro-benzene